CS(=O)(=O)C1=C(C=CC=C1)C1=C2C(=NC(=C1)N1C(COCC1)C)C(=NS2)C2=CC(=NN2C2OCCCC2)C 4-[7-(2-methanesulfonylphenyl)-3-[3-methyl-1-(oxan-2-yl)-1H-pyrazol-5-yl]-[1,2]thiazolo[4,5-b]pyridin-5-yl]-3-methylmorpholine